Ethyl (1r,4r)-4-(benzyloxy)cyclohexane-1-carboxylate C(C1=CC=CC=C1)OC1CCC(CC1)C(=O)OCC